2-benzenesulfonyl-hexanoic acid C1(=CC=CC=C1)S(=O)(=O)C(C(=O)O)CCCC